2-(3-hydroxy-4-methoxyphenyl)-1,3-benzodioxol OC=1C=C(C=CC1OC)C1OC2=C(O1)C=CC=C2